N1(CCOCC1)C1=CC=C(C=C1)NC1=NC2=CC=CC=C2C(=N1)C(F)(F)F N-(4-(4-morpholinyl)phenyl)-4-trifluoromethylquinazolin-2-amine